ClP(C1=C(C=CC=C1)[Si](C)(C)C)C1=CC=C(C=C1)[Si](CCCC)(CCCC)CCCC chloro(4-(tributylsilyl)phenyl)(2-(trimethylsilyl)phenyl)phosphane